ClC=1C(=C(C(=C(C1)C(=C)C)OCC)C1=CC=C(C=C1)OC)C 3-chloro-6-ethoxy-4'-methoxy-2-methyl-5-(prop-1-en-2-yl)-1,1'-biphenyl